dimethyl-N3-(5-(methylthio)-1,3,4-thiadiazol-2-yl)benzo[c]isoxazole-3,6-dicarboxamide CC1=C(C=2C(=NOC2C(=O)NC=2SC(=NN2)SC)C=C1C(=O)N)C